SCCC(=O)O.SCCC(=O)O.SCCC(=O)O.C(O)C(CC)(CO)CO trimethylolpropane tris(3-mercaptopropanoate)